C(C)C(C(=O)O)CC.C(C)C(C(=O)O)CC.C=C.C=C.C=C triethylene di(2-ethylbutyrate)